1,1',1''-{1,5,9-triazacyclododecane-1,5,9-triyltris[methylene(2-hydroxy-5-methyl-3,1-phenylene)methyleneazanediyl]}tri(ethane-1,2-diol) N1(CCCN(CCCN(CCC1)CC=1C(=C(C=C(C1)C)CNC(CO)O)O)CC=1C(=C(C=C(C1)C)CNC(CO)O)O)CC=1C(=C(C=C(C1)C)CNC(CO)O)O